dimethyloctadecyl-[3-(triethoxysilyl)propyl]ammonium chloride [Cl-].C[N+](CCC[Si](OCC)(OCC)OCC)(CCCCCCCCCCCCCCCCCC)C